N-[4-(3-cyanophenyl)-5-(2,6-dimethyl-4-pyridinyl)thiazol-2-yl]-3-sulfamoyl-pyrrolidine-1-carboxamide C(#N)C=1C=C(C=CC1)C=1N=C(SC1C1=CC(=NC(=C1)C)C)NC(=O)N1CC(CC1)S(N)(=O)=O